tert-butyl 2-(2,3-dihydro-1,4-benzodioxine-6-sulfonyl)-2H,4H,5H,6H-pyrrolo[3,4-c]pyrazole-5-carboxylate O1CCOC2=C1C=CC(=C2)S(=O)(=O)N2N=C1C(=C2)CN(C1)C(=O)OC(C)(C)C